C(#N)CCOCCC#N β-cyanoethyl ether